(E)-1-phenyl-3-(nitromethylene)indol-2-one C1(=CC=CC=C1)N1C(/C(/C2=CC=CC=C12)=C/[N+](=O)[O-])=O